C(C1=CC=CC=C1)OCCN(C(=O)C1=NNC2=C1CN(CC2)C(=O)OC(C)(C)C)C2(CC2)CCO tert-butyl 3-((2-(benzyloxy)ethyl)(1-(2-hydroxyethyl)cyclopropyl)carbamoyl)-1,4,6,7-tetrahydro-5H-pyrazolo[4,3-c]pyridine-5-carboxylate